C(#N)C1=C(C=CC=C1F)N1C[C@@H](CCC1)C(=O)O (R)-1-(2-CYANO-3-FLUOROPHENYL)PIPERIDINE-3-CARBOXYLIC ACID